ClC1=C(C=CC(=C1)F)C(=O)N1CC2CCC(C1)N2C2=NC(=CC(=C2)S(=O)(=O)N2CCC(CC2)C2=CC=CC=C2)NN (2-chloro-4-fluoro-phenyl)-[8-[6-hydrazino-4-[(4-phenyl-1-piperidyl)sulfonyl]-2-pyridyl]-3,8-diazabicyclo[3.2.1]octan-3-yl]methanone